COC1=CC=C(C=C1)C1=NC(=NC(=N1)C1=C(C=CC=C1)C)NC1=CC=C(C=C1)/C=C/C(=O)O (E)-3-(4-((4-(4-methoxyphenyl)-6-(o-tolyl)-1,3,5-triazin-2-yl)amino)phenyl)acrylic acid